O[C@@H](CN1C[C@@H]2[C@H](C1)CN(C2)C(C)=O)[C@@H]([C@@H](CO)O)O ((3aR,6aS)-5-((2S,3S,4R)-2,3,4,5-tetrahydroxypentyl)hexahydropyrrolo[3,4-c]pyrrol-2(1H)-yl)ethan-1-one